ClC=1C=2N(C=CN1)C(=NC2)C2=C(C(=CC=C2)C)F 8-chloro-3-(2-fluoro-3-methylphenyl)imidazo[1,5-a]pyrazine